hydroxyl-propane sodium [Na].OCCC